6-(2,4-difluorophenoxy)-8-methyl-2-[(1-oxido-tetrahydro-2H-thiopyran-4-yl)amino]pyrido[2,3-d]pyrimidin-7(8H)-one FC1=C(OC2=CC3=C(N=C(N=C3)NC3CCS(CC3)=O)N(C2=O)C)C=CC(=C1)F